(2-(benzoylamino(carboxy)(phenyl)methyl)phenyl)butanoic acid C(C1=CC=CC=C1)(=O)NC(C1=C(C=CC=C1)C(C(=O)O)CC)(C1=CC=CC=C1)C(=O)O